(2-[(OXAN-4-YLMETHOXY)METHYL]PHENYL)BORANEDIOL O1CCC(CC1)COCC1=C(C=CC=C1)B(O)O